1-(3-(7-(1H-imidazol-4-yl)-3-(4-(trifluoromethyl)phenyl)-1H-pyrazolo[4,3-b]pyridin-1-yl)azetidin-1-yl)-2-fluoroprop-2-en-1-one N1C=NC(=C1)C1=C2C(=NC=C1)C(=NN2C2CN(C2)C(C(=C)F)=O)C2=CC=C(C=C2)C(F)(F)F